(3-(2-(1,3-dioxan-2-yl)-4-methoxyphenyl)pyrrolidin-1-yl)(3-chloropyridin-2-yl)methanone O1C(OCCC1)C1=C(C=CC(=C1)OC)C1CN(CC1)C(=O)C1=NC=CC=C1Cl